NC=1C(=NC(=CN1)C=1C=NN(C1)C1CCNCC1)C(=O)O[C@@H](C(NC=1C=NC=CC1)=O)C1=CC=CC=C1 (R)-2-oxo-1-phenyl-2-(pyridin-3-ylamino)ethyl 3-amino-6-(1-(piperidin-4-yl)-1H-pyrazol-4-yl)pyrazine-2-carboxylate